C(=O)(C=C)S(=O)(=O)O acryl-sulfonic acid